CC1CCC2C(C3C(CCC12C3)C)(C)C 1,4,4,6-tetramethyloctahydro-1H-5,8a-methanoazulen